C(CCCCCCCCCC\C=C\C)(=O)O (E)-12-tetradecenoic acid